ClC1=CC=C(C=C1)C=O (4-chlorophenyl)-methanone